C(C)S(=O)(=O)C=1N(N=C2C=C(C=CC12)C(C#N)(C)C)C=1C=C2C(=CN1)N(N=C2)CC(C(F)(F)F)(F)F 2-[3-ethylsulfonyl-2-[1-(2,2,3,3,3-pentafluoropropyl)pyrazolo[3,4-c]pyridin-5-yl]indazol-6-yl]-2-methyl-propanenitrile